C1(CCCC1)C(=O)N1C(CCCC1)C=1NC=C(N1)C1=CC=CC=C1 cyclopentyl(2-(4-phenyl-1H-imidazol-2-yl)piperidin-1-yl)methanone